(R)-2-(7-(4-Fluorobenzoyl)-8-methyl-5,6,7,8-tetrahydro-[1,2,4]triazolo[4,3-a]pyrazin-3-yl)benzo[d]thiazole-6-carbonitrile FC1=CC=C(C(=O)N2[C@@H](C=3N(CC2)C(=NN3)C=3SC2=C(N3)C=CC(=C2)C#N)C)C=C1